N-(3-fluoro-4-((7-(1-methyl-1H-imidazol-4-yl)-1,6-naphthyridin-4-yl)oxy)phenyl)-1-phenyl-5-(trifluoromethyl)-1H-pyrazole-4-carboxamide FC=1C=C(C=CC1OC1=CC=NC2=CC(=NC=C12)C=1N=CN(C1)C)NC(=O)C=1C=NN(C1C(F)(F)F)C1=CC=CC=C1